COC(=O)C1=C(C(=NN1C=1SC(=C(N1)C1=CC(=C(C=C1)Cl)Cl)F)C)Br 4-bromo-1-(4-(3,4-dichlorophenyl)-5-fluorothiazol-2-yl)-3-methyl-1H-pyrazole-5-carboxylic acid methyl ester